C1CC12CNC(C2)=O 5-azaspiro[2.4]heptane-6-one